(3S)-4-(Dimethylamino)-3-(methylamino)-4-oxo-butanoic acid CN(C([C@H](CC(=O)O)NC)=O)C